COC=1C=C(C=2OC3=CC=CC=C3C(C2)=O)C=CC1[N+](=O)[O-] 3'-Methoxy-4'-nitroflavone